C(C1=CC=CC=C1)C1=CN=C(S1)NC(=O)C1=CC2=C(OCCO2)C=C1 N-(5-benzyl-1,3-thiazol-2-yl)-2,3-dihydro-1,4-benzodioxine-6-carboxamide